COC1=C(N)C(=CC=C1)C=1N(N=CC1[N+](=O)[O-])C1OCCCC1 2-Methoxy-6-[4-nitro-2-(tetrahydro-pyran-2-yl)-2H-pyrazol-3-yl]-aniline